BrC=1C=C(C(=NC1)[N+](=O)[O-])N[C@@H](CC(=O)OC)C (R)-Methyl 3-((5-bromo-2-nitropyridin-3-yl)amino)butanoate